6-fluoro-7-(morpholin-4-yl)-4-oxo-N-[(2S)-1,1,1-trifluorobutan-2-yl]-1-(2,4,6-trifluorophenyl)-1,4-dihydro-1,8-naphthyridine-3-carboxamide FC=1C=C2C(C(=CN(C2=NC1N1CCOCC1)C1=C(C=C(C=C1F)F)F)C(=O)N[C@H](C(F)(F)F)CC)=O